4-(2-(3-(azetidin-3-ylmethyl)-1H-pyrazol-1-yl)-9-methyl-8-(pyridin-4-yl)-9H-purin-6-yl)morpholine N1CC(C1)CC1=NN(C=C1)C1=NC(=C2N=C(N(C2=N1)C)C1=CC=NC=C1)N1CCOCC1